ClC=1C=C(C=CC1F)C1(CC1)C(=O)NC=1C=CC(=C(C(=O)O)C1)C=1C=NN(C1)C1CCC1 5-({[1-(3-Chloro-4-fluorophenyl)cyclopropyl]carbonyl}amino)-2-(1-cyclobutyl-1H-pyrazol-4-yl)benzoic acid